N-(5-(5-(6-oxa-3-azabicyclo[3.1.1]hept-3-yl)benzo[d]oxazol-2-yl)-8-(methylamino)-2,7-naphthyridin-3-yl)cyclopropanecarboxamide C12CN(CC(O1)C2)C=2C=CC1=C(N=C(O1)C1=C3C=C(N=CC3=C(N=C1)NC)NC(=O)C1CC1)C2